N-((1R,3S)-3-([1,2,4]triazolo[4,3-a]pyridin-3-yl)cyclohexyl)-5-chloro-4-(oxetan-3-yloxy)pyridin-2-amine N=1N=C(N2C1C=CC=C2)[C@@H]2C[C@@H](CCC2)NC2=NC=C(C(=C2)OC2COC2)Cl